3-(5-(1-(1,1-dioxidothietan-3-yl)-4-(pyrrolidin-1-ylmethyl)-1H-pyrrolo[2,3-b]pyridin-6-yl)-4-fluoro-1-oxoisoindolin-2-yl)piperidine-2,6-dione O=S1(CC(C1)N1C=CC=2C1=NC(=CC2CN2CCCC2)C=2C(=C1CN(C(C1=CC2)=O)C2C(NC(CC2)=O)=O)F)=O